COC1=NN(C=C1[N+](=O)[O-])CCN(C)C 2-(3-methoxy-4-nitro-1H-pyrazol-1-yl)-N,N-dimethylethan-1-amine